(2-methoxynaphthalen-1-yl)boronic acid COC1=C(C2=CC=CC=C2C=C1)B(O)O